Cl.NC[C@@H]1C2=CC=CC3OC[C@H](OB(O1)C23)CO [(2S,6R)-2-(aminomethyl)-4-bora-3,5,8-trioxatricyclo[7.3.1.04,13]trideca-1(12),10-dien-6-yl]methanol hydrochloride